C(=O)(OCC1C2=CC=CC=C2C2=CC=CC=C12)[C@H](CC(C(=O)NCCCCNC(=O)NCCOCCOCC(=O)O)N)C(=O)OC(C)(C)C 2-[2-[2-[4-[[(4S)-4-Fmoc-amino-5-tert-butoxy-5-oxo-pentanoyl]amino]butylcarbamoylamino]ethoxy]ethoxy]acetic acid